2-((2-methylene-4-oxo-4-(((7R,2S,4R)-1,7,7-trimethylbicyclo[2.2.1]heptan-2-yl)oxy)butanoyl)oxy)acetic acid C=C(C(=O)OCC(=O)O)CC(O[C@@H]1C2(CC[C@H](C1)C2(C)C)C)=O